C(#N)C1=CC(=C(COC=2C=C(C=CC2F)C=2CCN(CC2)CC2=NC3=C(N2C[C@H]2OCC2)C=C(C=C3)C(=O)O)C=C1)F (S)-2-((4-(3-((4-cyano-2-fluorobenzyl)oxy)-4-fluorophenyl)-3,6-dihydropyridin-1(2H)-yl)methyl)-1-(oxetan-2-ylmethyl)-1H-benzo[d]imidazole-6-carboxylic acid